C(#N)C1=CC(=C(COC2=CC=CC(=N2)C2CCC(CC2)CC2=NC3=C(N2CCOC)C=C(C=C3C3=NN(C=C3)C)C(=O)O)C=C1)F 2-(((1s,4s)-4-(6-((4-cyano-2-fluorobenzyl)oxy)pyridin-2-yl)cyclohexyl)methyl)-1-(2-methoxyethyl)-4-(1-methyl-1H-pyrazol-3-yl)-1H-benzo[d]imidazole-6-carboxylic acid